[Ru](Cl)Cl.C(C1=CC=CC=C1)(P(C1CCCCC1)(C1CCCCC1)C1CCCCC1)P(C1CCCCC1)(C1CCCCC1)C1CCCCC1 benzylidenebis(tricyclohexylphosphine) ruthenium (II) dichloride